7-({[(1S)-1-cyclobutylethyl]amino}methyl)-3,3-dimethyl-N-{3-[(1s,3s)-3-(cyanomethyl)-1-(4-methyl-1,2,4-triazol-3-yl)cyclobutyl]phenyl}-2H-furo[3,2-b]pyridine-5-carboxamide C1(CCC1)[C@H](C)NCC1=C2C(=NC(=C1)C(=O)NC1=CC(=CC=C1)C1(CC(C1)CC#N)C1=NN=CN1C)C(CO2)(C)C